1-(5-bromo-1-((3-(3-methoxypropoxy)phenyl)sulfonyl)-1H-pyrrol-3-yl)-N-methyl-methylamine BrC1=CC(=CN1S(=O)(=O)C1=CC(=CC=C1)OCCCOC)CNC